N-((1s,4s)-4-(difluoromethyl)cyclohexyl)-1-(5-(5-fluoro-2-methoxypyridin-4-yl)-1H-pyrazole-3-carbonyl)piperidine-4-carboxamide FC(C1CCC(CC1)NC(=O)C1CCN(CC1)C(=O)C1=NNC(=C1)C1=CC(=NC=C1F)OC)F